(2S,4R)-N-(5-methyl-1-(2,2,2-trifluoroethyl)-1H-pyrazol-3-yl)-4-fluoropyrrolidine-2-carboxamide CC1=CC(=NN1CC(F)(F)F)NC(=O)[C@H]1NC[C@@H](C1)F